5-methyl-4-oxo-7-(3-{[2-(pyridin-4-yl)ethyl]carbamoyl}azetidin-1-yl)-1-(1,2,4-thiadiazol-5-yl)-1,4-dihydro-1,8-naphthyridine-3-carboxylic acid CC1=C2C(C(=CN(C2=NC(=C1)N1CC(C1)C(NCCC1=CC=NC=C1)=O)C1=NC=NS1)C(=O)O)=O